CC(CCC(CC(C)C)Cl)Cl methyl-4-chloroisooctyl chloride